BrCC1(OCC(O1)CCC)C1=C(C=C(C=C1)Cl)Cl 2-bromomethyl-(2,4-dichlorophenyl)-4-propyl-1,3-dioxolane